COC=1C=C2C3=C(N(C(C2=CC1OC)=O)CCCN1CCOCC1)C1=C(C3=O)C=C3C(=N1)OCO3 2,3-dimethoxy-6-(3-morpholinopropyl)-5H-[1,3]dioxolo[4'',5'':5',6']pyrido[3',2':4,5]cyclopenta[1,2-c]isoquinoline-5,12(6H)-dione